[O-]P([O-])(=O)OP(=O)([O-])[O-].[Mo+3].[NH4+] Ammonium molybdenum diphosphate